2-(4-amino-piperidin-1-yl)-3-methyl-5-(1-methyl-1H-indol-5-yl)-6-pyridin-4-yl-3H-pyrimidin-4-one NC1CCN(CC1)C1=NC(=C(C(N1C)=O)C=1C=C2C=CN(C2=CC1)C)C1=CC=NC=C1